1-(3-methoxyphenyl)-N-[[2-(1-piperidyl)-4-pyridyl]methyl]-methanamin COC=1C=C(C=CC1)CNCC1=CC(=NC=C1)N1CCCCC1